N1(CCCCC1)CCCC(=O)OCC(CCCCCC\C=C/C\C=C/CCCCCCCC(=O)[O-])CCCCCC\C=C/C\C=C/CCCCCCCC(=O)[O-] (9Z,9'Z,12Z,12'Z)-2-(((4-(piperidin-1-yl)butanoyl)oxy)methyl)propane-1,3-diylbis(octadeca-9,12-dienoate)